6-ethyl-4-(4-hydroxy-4-methylpiperidin-1-yl)-2-oxo-1,2-dihydro-1,7-naphthyridine-3-carbonitrile C(C)C=1C=C2C(=C(C(NC2=CN1)=O)C#N)N1CCC(CC1)(C)O